C(\C=C/C(=O)[O-])(=O)[O-].[Na+].[Na+] Sodium Maleinate